N-(pyridin-4-yl)benzofuran-2-carboxamide N1=CC=C(C=C1)NC(=O)C=1OC2=C(C1)C=CC=C2